1-hexyl-1-butylpyrrolidinium chloride [Cl-].C(CCCCC)[N+]1(CCCC1)CCCC